ClC1=CC(=C(C=C1)C1=CC=C(C=C1)C1CN(C1)C(=O)N1C[C@@H]2[C@@H](OCC(N2)=O)CC1)S(=O)(=O)C (4aR,8aS)-6-(3-(4'-chloro-2'-(methylsulfonyl)-[1,1'-biphenyl]-4-yl)azetidine-1-carbonyl)hexahydro-2H-pyrido[4,3-b][1,4]oxazin-3(4H)-one